CS(=O)(=O)C1=NC=C(C=N1)C=1C=C(C(=O)[C@](N)(CCCCNC(=O)OC(C)(C)C)C(=O)O)C=C(C1)C=1C=NC(=NC1)S(=O)(=O)C 2-(3,5-bis(2-(methylsulfonyl)pyrimidin-5-yl)benzoyl)-N6-(tert-Butoxycarbonyl)-L-lysine